C(C)(C)(C)OC(=O)N1CCC(CC1)CCCO 4-(3-Hydroxypropyl)piperidine-1-carboxylic acid tert-butyl ester